FC(C1=CC=CC2=C1C=C(O2)C(=O)N)(F)F 4-(trifluoromethyl)-1-benzofuran-2-carboxamid